(11S,13S,17S)-11-hydroxy-4-methoxy-1,13-dimethyl-7,8,9,11,12,13,14,15,16,17-decahydro-6H-cyclopenta[a]phenanthrene-17-carboxylic acid O[C@H]1C[C@@]2([C@H](CCC2C2CCC=3C(=CC=C(C3C12)C)OC)C(=O)O)C